FC(C(=O)O)(F)F.FC=1C=2N(C=C(C1)NC(=O)N1CCC=3C1=NC=C(C3N3CCNCC3)C)C=C(N2)C N-(8-fluoro-2-methylimidazo[1,2-a]pyridin-6-yl)-5-methyl-4-(piperazin-1-yl)-2,3-dihydro-1H-pyrrolo[2,3-b]pyridine-1-carboxamide 2,2,2-trifluoroacetate